(4-(2,5-difluorophenyl)-6-(5,5-difluorotetrahydro-2H-pyran-2-yl)pyrimidin-5-yl)-2-methoxypyrimidine-5-carboxamide FC1=C(C=C(C=C1)F)C1=NC=NC(=C1C1=NC(=NC=C1C(=O)N)OC)C1OCC(CC1)(F)F